docosane-1,11,11-tricarboxylic acid 11,11-di-tert-butyl ester 1-(2,5-dioxopyrrolidin-1-yl) ester O=C1N(C(CC1)=O)OC(=O)CCCCCCCCCCC(CCCCCCCCCCC)(C(=O)OC(C)(C)C)C(=O)OC(C)(C)C